N-[3-[5-chloro-2-(difluoromethoxy)phenyl]-1-[2-(4-[[(1-cyanocyclopropyl)methyl]amino]piperidin-1-yl)-2-oxoethyl]-1H-pyrazol-4-yl]imidazo[1,2-b]pyridazine-3-carboxamide ClC=1C=CC(=C(C1)C1=NN(C=C1NC(=O)C1=CN=C2N1N=CC=C2)CC(=O)N2CCC(CC2)NCC2(CC2)C#N)OC(F)F